FC1=C(C#N)C=CC(=C1)O[C@H]1CN(C[C@]1(CO)O)S(=O)(=O)C1=NC=C(C=C1)C(F)(F)F 2-fluoro-4-(((3S,4R)-4-hydroxy-4-(hydroxymethyl)-1-((5-(trifluoromethyl)pyridin-2-yl)sulfonyl)pyrrolidin-3-yl)oxy)benzonitrile